(2-chloroethyl)-trimethylsilane ClCC[Si](C)(C)C